COC1=NC=NC2=CC=C(C=C12)C=O 4-Methoxyquinazoline-6-carbaldehyde